5-(4-(2-(2-(2-((2-(2,3-difluoro-6-(2-morpholinothiazol-4-yl)phenoxy)ethyl)amino)ethoxy)ethoxy)acetyl)piperazin-1-yl)-2-(2,6-dioxopiperidin-3-yl)-6-fluoroisoindoline-1,3-dione FC1=C(OCCNCCOCCOCC(=O)N2CCN(CC2)C=2C=C3C(N(C(C3=CC2F)=O)C2C(NC(CC2)=O)=O)=O)C(=CC=C1F)C=1N=C(SC1)N1CCOCC1